ClC=1C=CC=C2C=CC=C(C12)N1CCC=2C(=CC(=NC2C1)OC1CCN(CC1)C)N1C[C@@H](N(CC1)C(C(=C)F)=O)CC#N (S)-2-(4-(7-(8-chloronaphthalen-1-yl)-2-((1-methylpiperidin-4-yl)oxy)-5,6,7,8-tetrahydro-1,7-naphthyridin-4-yl)-1-(2-fluoroacryloyl)piperazin-2-yl)acetonitrile